O=C1NC(CCC1N1C(C2=CC=C(C=C2C1=O)OC1CC(C1)NCCCCOC1=NC=C(C=C1)[N+](=O)[O-])=O)=O 2-(2,6-dioxopiperidin-3-yl)-5-((1r,3r)-3-((4-((5-nitropyridin-2-yl)oxy)butyl)amino)cyclobutoxy)isoindoline-1,3-dione